CC1=NC=C(C=C1)C(=O)CC2=CC=C(C=C2)S(=O)(=O)C Ketosulfone